CC1=CC=C(C=C1)S(=O)(=O)OCCCCCC=1C=C2C(N(C(C2=CC1)=O)C1C(NC(CC1)=O)=O)=O 5-[2-(2,6-dioxo-3-piperidyl)-1,3-dioxo-isoindolin-5-yl]pentyl 4-methylbenzenesulfonate